C(C)(=O)N1CCC(CC1)C(=O)N1[C@H](COC2=C(C1)C=CC(=C2)C(=O)NO)C2=CC=CC=C2 (S)-4-(1-acetylpiperidine-4-carbonyl)-N-hydroxy-3-phenyl-2,3,4,5-tetrahydrobenzo[f][1,4]oxazepine-8-carboxamide